(1,1-dioxidotetrahydro-2H-thiopyran-4-yl)(7-(3-fluoro-4-(trifluorometh-yl)phenoxy)-3,4-dihydro-isoquinolin-2(1H)-yl)-methanone O=S1(CCC(CC1)C(=O)N1CC2=CC(=CC=C2CC1)OC1=CC(=C(C=C1)C(F)(F)F)F)=O